ClC=1C=NC(=C(C(=O)NC2CCC(CC2)CN2C(N(C3=C2C=CC=C3)C=3C=CC(=NC3)C(=O)NC)=O)C1)CCOC 5-(3-(((1r,4r)-4-(5-chloro-2-(2-methoxyethyl)nicotinamido)cyclohexyl)methyl)-2-oxo-2,3-dihydro-1H-benzo[d]imidazol-1-yl)-N-methylpicolinamide